3-(5-fluoroisoquinolin-4-yl)-6-(trifluoromethyl)-5,6,7,8-tetrahydroquinazoline-2,4(1H,3H)-dione FC1=C2C(=CN=CC2=CC=C1)N1C(NC=2CCC(CC2C1=O)C(F)(F)F)=O